ClC1=C(C#N)C=CC(=C1)N1CC2(C[C@@H]1C)CCN(CC2)C2=CC=C(C=C2)C(=O)N2CCC(CC2)CN2CCC(CC2)C2=CC=C(C=C2)NC2C(NC(CC2)=O)=O 2-Chloro-4-((3S)-8-(4-(4-((4-(4-((2,6-dioxopiperidin-3-yl)amino)phenyl)piperidine-1-yl)methyl)piperidine-1-carbonyl)phenyl)-3-methyl-2,8-diazaspiro[4.5]dec-2-yl)benzonitrile